tert-Butyl 2-(2-((tert-butyldimethylsilyl)oxy)ethyl)-5-(2-ethoxy-2-oxoethyl)-1H-imidazole-1-carboxylate [Si](C)(C)(C(C)(C)C)OCCC=1N(C(=CN1)CC(=O)OCC)C(=O)OC(C)(C)C